FC1=CC=CC=2CCCCCOC3=C(C=CC(C4=NNC5=CN=C(C12)C=C45)=C3)N3CCN(CC3)C 17-fluoro-5-(4-methylpiperazin-1-yl)-7-oxa-20,23,24-triazapentacyclo[17.5.2.12,6.013,18.022,25]heptacosa-1(24),2(27),3,5,13(18),14,16,19,21,25-decaene